(1R,2S,5S)-2-((S)-1-((7-chloro-8-fluoro-4-hydroxy-2-(methylthio)pyrido[4,3-d]pyrimidin-5-yl)oxy)-2,2-difluoroethyl)-3,8-diazabicyclo[3.2.1]Octane-8-carboxylic acid tert-butyl ester C(C)(C)(C)OC(=O)N1[C@H]2[C@H](NC[C@@H]1CC2)[C@@H](C(F)F)OC2=NC(=C(C=1N=C(N=C(C12)O)SC)F)Cl